C(N)(=O)C=1N(C2=CC(=CC=C2C1)OC(F)(F)F)C1=CC2=C(C(CO2)CC(=O)OC)C=C1 methyl 2-(6-(2-carbamoyl-6-(trifluoromethoxy)-1H-indol-1-yl)-2,3-dihydrobenzofuran-3-yl)acetate